2,3,6,5-tetramethyl-hydroquinone CC1=C(O)C(=C(C(=C1C)O)C)C